NC=1SC=C(N1)C1=CC(=C(C=C1)N1C2CN(CC1C2)C(=O)OC(C)(C)C)F tert-butyl 6-(4-(2-aminothiazol-4-yl)-2-fluorophenyl)-3,6-diazabicyclo[3.1.1]heptane-3-carboxylate